1-(6-(4-(5-chloro-6-methyl-1H-indazol-4-yl)-5-methyl-3-(thiazol-4-yl)-1H-pyrazol-1-yl)-2-azaspiro[3.3]hept-2-yl)propan-2-en-1-one trimethyl-phosphate COP(=O)(OC)OC.ClC=1C(=C2C=NNC2=CC1C)C=1C(=NN(C1C)C1CC2(CN(C2)C(C=C)=O)C1)C=1N=CSC1